(S)-1'-(3-(4-chloro-3-methyl-1H-indazol-5-yl)imidazo[1,5-a]pyrazin-8-yl)-1,3-dihydrospiro[indene-2,4'-piperidin]-1-amine ClC1=C2C(=NNC2=CC=C1C1=NC=C2N1C=CN=C2N2CCC1(CC2)[C@@H](C2=CC=CC=C2C1)N)C